Methyl ((trans-4-((3-(1-cyclopropyl-1H-pyrazol-4-yl)phenyl)((trans-4-(4-methoxy-3-methylphenyl) cyclohexyl)methyl) carbamoyl)cyclohexyl) methyl)carbamate C1(CC1)N1N=CC(=C1)C=1C=C(C=CC1)N(C(=O)[C@@H]1CC[C@H](CC1)CNC(OC)=O)C[C@@H]1CC[C@H](CC1)C1=CC(=C(C=C1)OC)C